(S)-N-(3-(1-((1-methyl-1H-pyrazolo[3,4-b]pyrazin-6-yl)amino)ethyl)phenyl)-8-oxo-5,8-dihydro-6H-pyrano[3,4-b]pyridine-3-carboxamide CN1N=CC=2C1=NC(=CN2)N[C@@H](C)C=2C=C(C=CC2)NC(=O)C=2C=C1C(=NC2)C(OCC1)=O